C1(=C(C=CC=C1)N)N.C1(=CC=CC=C1)S(=O)O benzenesulfinic acid phenylenediamine salt